tert-butyl methyl(1-(1-oxo-1,3-dihydroisobenzofuran-5-yl)piperidin-4-yl)carbamate CN(C(OC(C)(C)C)=O)C1CCN(CC1)C=1C=C2COC(C2=CC1)=O